Cl.Cl.C(C1=CC=CC=C1)N1N=NC(=C1)C1CCNCC1 4-(1-Benzyl-1H-[1,2,3]triazol-4-yl)-piperidine, dihydrochloride